methyl cis-3-((methylsulfonyl)amino)-2-(((3-phenoxycyclopentyl) oxy)methyl)-piperidine-1-carboxylate CS(=O)(=O)N[C@@H]1[C@@H](N(CCC1)C(=O)OC)COC1CC(CC1)OC1=CC=CC=C1